BrC1=CC(=NC=C1)NC=1N=CN(C1)C 4-bromo-N-(1-methylimidazol-4-yl)pyridin-2-amine